C1(CC1)[C@H](C=1C=CC2=C(N=C(O2)[C@@H](NC(=O)C=2C(=NOC2)C)C2CCC(CC2)(F)F)C1F)N1C(N[C@@H](C1)C(F)(F)F)=O N-((S)-(5-((R)-cyclopropyl((S)-2-oxo-4-(trifluoromethyl)imidazolidin-1-yl)methyl)-4-fluorobenzo[d]oxazol-2-yl)(4,4-difluorocyclohexyl)methyl)-3-methylisoxazole-4-carboxamide